1-(3-(4-chlorophenoxy)propyl)piperidine-2-carboxylic acid ClC1=CC=C(OCCCN2C(CCCC2)C(=O)O)C=C1